[N+](=O)([O-])C1=C(C=CC=C1)N=C=O 2-nitrophenylisocyanate